N1[C-]=NC=2C=CC=3C=CC=NC3C21 imidazoquinolineId